3-iodo-1-methyl-pyrazolo[3,4-c]pyridine-4-carbaldehyde IC1=NN(C=2C=NC=C(C21)C=O)C